FC([C@H](OC)C1=C2C(=NC=C1NC1=CC=C(C=C1)[C@@H](C(F)(F)F)N(C(=O)C1CCNCC1)C)SC(=N2)C)F N-((s)-1-(4-((7-((R)-2,2-difluoro-1-methoxyethyl)-2-methylthiazolo[5,4-b]pyridin-6-yl)amino)phenyl)-2,2,2-trifluoroethyl)-N-methylpiperidine-4-carboxamide